4-fluoro-1-[2-(1-methyl-1H-1,2,3-triazol-4-yl)acetyl]-N-{phenyl[4-(propan-2-yl)phenyl]methyl}pyrrolidine-2-carboxamide FC1CC(N(C1)C(CC=1N=NN(C1)C)=O)C(=O)NC(C1=CC=C(C=C1)C(C)C)C1=CC=CC=C1